C(C)OC1=CC=CCN1 6-ethoxy-1H-pyridine